tert-butyl (2S,6S)-4-acetyl-2,6-dimethylpiperazine-1-carboxylate C(C)(=O)N1C[C@@H](N([C@H](C1)C)C(=O)OC(C)(C)C)C